6-chloro-2-(2-fluoro-4-(pyrrolidin-2-yl)phenyl)-N-(3-(4-fluoropiperidin-1-yl)propyl)benzo[d]imidazo[2,1-b]thiazole-7-carboxamide dihydrochloride Cl.Cl.ClC=1C(=CC2=C(N3C(S2)=NC(=C3)C3=C(C=C(C=C3)C3NCCC3)F)C1)C(=O)NCCCN1CCC(CC1)F